Thiodisuccinic Acid S(C(C(=O)O)CC(=O)O)C(C(=O)O)CC(=O)O